1,1,1,3,5,5,5-heptamethyltrisiloxane C[Si](O[SiH](O[Si](C)(C)C)C)(C)C